CN1C[C@@H]2CC3=C(C4=CC=CC=C4N3C[C@H]2C1)C=1C(NC(C1C1=CN(C2=CC=CC=C12)C)=O)=O 3-[(11R,15R)-13-methyl-1,13-diazatetracyclo[7.7.0.02,7.011,15]hexadeca-2,4,6,8-tetraen-8-yl]-4-(1-methylindol-3-yl)pyrrole-2,5-dione